FC=1C(=C(C(=O)NC)C=CC1)SC1=CC=C2C(=NNC2=C1)\C=C\C=1C=NN(C1)CCCN1CCCC1 3-fluoro-N-methyl-2-({3-[(E)-2-{1-[3-(pyrrolidin-1-yl)propyl]-1H-pyrazol-4-yl}vinyl]-1H-indazol-6-yl}thio)benzamide